(E)-N-(5-(3-cyano-4-(4-(4-oxopent-2-enoyl)piperazin-1-yl)quinolin-6-yl)-2-methoxypyridin-3-yl)-2,6-difluorobenzenesulfonamide C(#N)C=1C=NC2=CC=C(C=C2C1N1CCN(CC1)C(\C=C\C(C)=O)=O)C=1C=C(C(=NC1)OC)NS(=O)(=O)C1=C(C=CC=C1F)F